8-chloro-N-(3-phenoxyphenyl)quinolin-2-amine ClC=1C=CC=C2C=CC(=NC12)NC1=CC(=CC=C1)OC1=CC=CC=C1